FC(C(C)(F)F)(Cl)Cl 1,2,2-trifluoro-1,1-dichloropropane